S(C1=C(C(=CC(=C1)C)C(C)(C)C)O)C1=C(C(=CC(=C1)C)C(C)(C)C)O thio-bis(4-methyl-6-t-butylphenol)